(Z)-non-6-en-1-yl 8-((2-hydroxyethyl)amino)octanoate OCCNCCCCCCCC(=O)OCCCCC\C=C/CC